ethyl 4-(((1-(tert-butoxycarbonyl)piperidine-4-yl)methyl)amino)-7-methoxy-1,8-naphthyridine-3-carboxylate C(C)(C)(C)OC(=O)N1CCC(CC1)CNC1=C(C=NC2=NC(=CC=C12)OC)C(=O)OCC